ClC1=NC=CC(=N1)O 2-chloropyrimidin-4-ol